Cl.CNC1=C(C=C(C(OCC)=N)C=C1)[N+](=O)[O-] ethyl 4-(methylamino)-3-nitrobenzimidate hydrochloride